ethyl-4H-thiophene C(C)C=1SCCC1